ClC=1C=CC(=C(C1)C1=CC(=CC=C1)C(=O)[O-])O.[K+] potassium 5'-chloro-2'-hydroxy[1,1'-biphenyl]-3-carboxylate salt